4,6-dinitro-1,3-phenylenediamine [N+](=O)([O-])C1=C(C=C(C(=C1)[N+](=O)[O-])N)N